C(C)(C)(C)OC(=O)N1CCNC(C1)C1N(C=CC=N1)C1(CC1)O 5-(1-(hydroxycyclopropyl)pyrimidin-2-yl)piperazine-1-carboxylic acid tert-butyl ester